benzo[D]1,2,3-triazin-4(3H)-one N1=NNC(C2=C1C=CC=C2)=O